C(C)C1=C(C=CC(=C1)N1C[C@H]2CC[C@@H](C1)N2C)NC2=NC=C(C(=N2)NCCCN2C(CCCC2)=O)C(F)(F)F 1-(3-((2-((2-ethyl-4-((1R,5S)-8-methyl-3,8-diazabicyclo[3.2.1]octan-3-yl)phenyl)amino)-5-(trifluoromethyl)pyrimidin-4-yl)amino)propyl)piperidin-2-one